FC(C1=NN=C(O1)C1=CC=C(CN(S(=O)(=O)CCN2C[C@H](CC2)N(C)C)C2=CC=CC=C2)C=C1)F (S)-N-(4-(5-(difluoromethyl)-1,3,4-oxadiazol-2-yl)benzyl)-2-(3-(dimethylamino)pyrrolidin-1-yl)-N-phenylethane-1-sulfonamide